FC1=C(C=CC=C1)N1N=C(C2=C(C1=O)C=CS2)C(=O)O 5-(2-fluorophenyl)-4-oxo-thieno[2,3-d]pyridazine-7-carboxylic acid